3-[(3-methyloxetan-3-yl)oxy]-5-(5-methyl-1,3-thiazol-2-yl)-N-{(1R)-1-[2-(trifluoromethyl)pyrimidin-5-yl]ethyl}benzamide CC1(COC1)OC=1C=C(C(=O)N[C@H](C)C=2C=NC(=NC2)C(F)(F)F)C=C(C1)C=1SC(=CN1)C